O1CC=NC2=C1C(=CC=C2)C(=O)N benzo[1,4]oxazine-8-carboxamide